CN(CC[C@H](CSC1=CC=CC=C1)NC1=C(C=C(C=C1F)S(=O)(=O)NC(=O)C1(CCCCC1)F)F)C (R)-N-((4-((4-(DIMETHYLAMINO)-1-(PHENYLTHIO)BUTAN-2-YL)AMINO)-3,5-DIFLUOROPHENYL)SULFONYL)-1-FLUOROCYCLOHEXANE-1-CARBOXAMIDE